ethyl 5-amino-2-(1-(tert-butoxy carbonyl)-1,2,3,6-tetrahydropyridin-4-yl)pyrimidine-4-carboxylate NC=1C(=NC(=NC1)C=1CCN(CC1)C(=O)OC(C)(C)C)C(=O)OCC